4-{[bis(4-methoxyphenyl)(phenyl)methyl]amino}-1-[(2R,4S,5R)-5-ethyl-4-hydroxy-5-(hydroxymethyl)oxolan-2-yl]pyrimidin-2-one COC1=CC=C(C=C1)C(C1=CC=CC=C1)(C1=CC=C(C=C1)OC)NC1=NC(N(C=C1)[C@@H]1O[C@@]([C@H](C1)O)(CO)CC)=O